4-((1-(Hydroxymethyl)-2-(5-methoxybenzo[d]oxazol-2-yl)-2-azabicyclo[2.1.1]hexan-4-yl)methoxy)-1,6-dimethylpyridin-2(1H)-one OCC12N(CC(C1)(C2)COC2=CC(N(C(=C2)C)C)=O)C=2OC1=C(N2)C=C(C=C1)OC